C(C)N(CC(CN(CC)CC)O)CC 1,3-Bis(diethylamino)-2-propanol